NC1=C2N(C(N(C2=NC=N1)[C@H]1[C@H](CN(CC1)C(=O)OC(C)(C)C)F)=O)C1=CC=C(C=C1)OC1=CC=CC=C1 tert-butyl (3S,4R)-4-[6-amino-8-oxo-7-(4-phenoxyphenyl) purin-9-yl]-3-fluoropiperidine-1-carboxylate